N-(1-pyrrolidinylmethyl)acrylamide N1(CCCC1)CNC(C=C)=O